C(#N)C1(CCC(CC1)NC1=NN2C(C(=N1)OC)=C(C(=C2)F)C2=CC=1N(C=C2)N=CC1C(=O)NC)C 5-(2-(((1r,4r)-4-cyano-4-methylcyclohexyl)amino)-6-fluoro-4-methoxypyrrolo[2,1-f][1,2,4]triazin-5-yl)-N-methylpyrazolo[1,5-a]pyridine-3-carboxamide